N,1-dimethyl-3-(5-(4-(2-oxopyrrolidin-1-yl)phenyl)pyridin-3-yl)-1H-pyrrolo[2,3-b]pyridine-5-carboxamide CNC(=O)C=1C=C2C(=NC1)N(C=C2C=2C=NC=C(C2)C2=CC=C(C=C2)N2C(CCC2)=O)C